ClCC=1N=CNC1 4-(chloromethyl)-1H-imidazole